[Si](C1=CC=CC=C1)(C1=CC=CC=C1)(C(C)(C)C)OCCCCCCCCCCCNC(=O)C1=C[C@H]([C@H]([C@@H](C1)O)O)O (3R,4S,5R)-N-(11-((tert-butyldiphenylsilyl)oxy)undecyl)-3,4,5-trihydroxycyclohex-1-ene-1-carboxamide